5-(4-(hexyloxy)-1,2,5-thiadiazol-3-yl)-1-((2-(2-(isobutyryloxy)phenyl)acetoxy)methyl)-1-methyl-1,2,3,6-tetrahydropyridin-1-ium iodide [I-].C(CCCCC)OC=1C(=NSN1)C1=CCC[N+](C1)(C)COC(CC1=C(C=CC=C1)OC(C(C)C)=O)=O